2-chloro-6-cyclopropyl-4-((1R,3R)-3-methyl-1-(4-methyl-4H-1,2,4-triazol-3-yl)cyclobutyl)pyridine ClC1=NC(=CC(=C1)C1(CC(C1)C)C1=NN=CN1C)C1CC1